tert-butyl (2-(2-(2-(2-((1-(2-chloroacetyl)-1,2,3,4-tetrahydroquinolin-6-yl)oxy)acetamido)ethoxy)ethoxy)ethyl)carbamate ClCC(=O)N1CCCC2=CC(=CC=C12)OCC(=O)NCCOCCOCCNC(OC(C)(C)C)=O